C(C1=CC=C(C=C1)N=C=O)C1=C(C=CC=C1)N=C=O 2,4'-methylenediphenyldiisocyanate